4-methoxybenzylidenemalonic acid bis(2-ethylhexyl) ester C(C)C(COC(C(C(=O)OCC(CCCC)CC)=CC1=CC=C(C=C1)OC)=O)CCCC